ClC1=NC(=CC(=C1)C(=O)NC1=CC2=C(N(N=C2C2=C1C(NC2=O)C2=C(C=CC(=C2)F)Cl)C)CC(F)F)Cl 2,6-dichloro-N-[6-(2-chloro-5-fluorophenyl)-3-(2,2-difluoroethyl)-2-methyl-8-oxo-7,8-dihydro-6H-pyrrolo[4,3-g]indazol-5-yl]pyridine-4-carboxamide